C[C@H]1NC(C2=C(C=3C=4C=CC(=NC4C=CC3S2)C2=NC(=C(N=C2)C)C=C)NC1)=O (R)-10-methyl-3-(5-methyl-6-vinylpyrazin-2-yl)-9,10,11,12-tetrahydro-8H-[1,4]diazepino[5',6':4,5]thieno[3,2-f]quinolin-8-one